[O-2].[Zn+2].[In+3].[Zr+4] zirconium Indium zinc Oxide